N-(1-amino-1-oxopropyl)-2-hydroxy-3,5-dinitrobenzamide NC(C(C)NC(C1=C(C(=CC(=C1)[N+](=O)[O-])[N+](=O)[O-])O)=O)=O